FC1(CCN(CCC1)C=1C=[N+](C2=CC=CC=C2C1)[O-])F 3-(4,4-difluoroazepan-1-yl)quinoline-1-oxide